ClC1=C(CNC(=O)[C@H]2C=3C=CC=NC3[C@@H](CC2)O)C(=CC(=C1)Cl)F (5R,8R)-N-(2,4-dichloro-6-fluorobenzyl)-8-hydroxy-5,6,7,8-tetrahydro-quinoline-5-carboxamide